7-bromodibenzo[b,d]furan-2-carboxylic acid BrC1=CC2=C(C3=C(O2)C=CC(=C3)C(=O)O)C=C1